Methyl (1R)-4,9-dibromo-1-methyl-1,2,3,4-tetrahydrobenzo[4,5]imidazo[1,2-a]pyridine-7-carboxylate BrC1C=2N([C@@H](CC1)C)C1=C(N2)C=C(C=C1Br)C(=O)OC